N-((4-(4-fluorobenzyl)-4,5,6,7-tetrahydropyrazolo[1,5-a]pyrimidin-6-yl)methyl)acrylamide FC1=CC=C(CN2C=3N(CC(C2)CNC(C=C)=O)N=CC3)C=C1